The molecule is an azaphilone that is 6H-2-benzopyran-6,8(7H)-dione carrying a 2-hydroxypropyl sunstyituent at position 3 as well as methyl and hydroxy substituents at position 7. It has a role as an Aspergillus metabolite. It is an azaphilone, a beta-diketone, a 2-benzopyran, a cyclic ketone, a polyketide, a secondary alcohol, a tertiary alcohol and a tertiary alpha-hydroxy ketone. CC(CC1=CC2=CC(=O)C(C(=O)C2=CO1)(C)O)O